ClC=1C=CC=2C3CC[C@@]4(/C(/C[C@H](C4C3CCC2C1)CCC(=O)NC1=NC=CC=C1C)=N/O)C 3-((13S,15R,E)-3-chloro-17-(hydroxyimino)-13-methyl-7,8,9,11,12,13,14,15,16,17-decahydro-6H-cyclopenta[a]phenanthren-15-yl)-N-(3-methylpyridin-2-yl)propanamide